1-ethoxy-3-isocyanatopropane C(C)OCCCN=C=O